methyl 3-carbonyl-3,4-dihydro-2H-1,4-benzothiazine-6-carboxylate C(=O)=C1CSC2=C(N1)C=C(C=C2)C(=O)OC